sodium (S)-3-(3-(1-methyl-4-oxido-2-oxo-1,2-dihydropyridin-3-yl)ureido)-3-(3-(4-methylbenzyl) phenyl)propanoate CN1C(C(=C(C=C1)[O-])NC(N[C@@H](CC(=O)[O-])C1=CC(=CC=C1)CC1=CC=C(C=C1)C)=O)=O.[Na+].[Na+]